O1[C@H](CC=CC1)C(=O)N1[C@H](C2=CC=CC=C2CC1)C1=CC=C(C=C1)F ((R)-3,6-dihydro-2H-pyran-2-yl)((S)-1-(4-fluorophenyl)-3,4-dihydroisoquinolin-2(1H)-yl)methanone